(2-aminoethyl)-4-tert-butyl-5-(trifluoromethyl)-1,2,4-triazol-3-one NCCN1NC(N(C1C(F)(F)F)C(C)(C)C)=O